Ethyl 2-acetamido-3'-(methoxyimino)-7-oxo-2',3',4,7-tetrahydro-5H-spiro[benzo[b]thiophene-6,1'-indene]-3-carboxylate C(C)(=O)NC1=C(C2=C(S1)C(C1(CC(C3=CC=CC=C13)=NOC)CC2)=O)C(=O)OCC